ClC1=CC(=C(S1)C1=CC=C(C(=N1)C)O[C@@H]1C[C@H](CCC1)C(=O)O)COC(N(C)CCC1CC1)=O (1S,3S)-3-((6-(5-chloro-3-((((2-cyclopropylethyl)(methyl)carbamoyl)oxy)methyl)thiophene-2-yl)-2-methylpyridin-3-yl)oxy)cyclohexane-1-carboxylic acid